N-(1-cyclopropyl-2,2,2-trifluoroethyl)-5-(5-fluoropyridin-2-yl)-7-methylpyrazolo[1,5-a]Pyrimidine C1(CC1)C(C(F)(F)F)N1CC=C2N1C(=CC(=N2)C2=NC=C(C=C2)F)C